C(COC=CO)O ethylene-oxy-vinyl alcohol